trans-N-[2-(2-methoxyphenoxy)ethyl]-4-{[(6-trifluoromethylquinolin-4-yl)amino]methyl}cyclohexane-1-carboxamide COC1=C(OCCNC(=O)[C@@H]2CC[C@H](CC2)CNC2=CC=NC3=CC=C(C=C23)C(F)(F)F)C=CC=C1